C(C)(C)(C)OC(=O)N[C@H](C(=O)OC1CC1)CC=1C=NC(=CC1)N1C(N(C2=C(C1=O)C=CN=C2)C)=O cyclopropyl (S)-2-((tert-butoxycarbonyl)amino)-3-(6-(1-methyl-2,4-dioxo-1,4-dihydropyrido[3,4-d]pyrimidin-3(2H)-yl)pyridin-3-yl)propanoate